S(=O)(=O)=C1C(C(=NC=C1)F)F sulfonyl-di(fluoro)pyridine